1-(1-naphthalenyl)-1H-pyrrole-2,5-dione C1(=CC=CC2=CC=CC=C12)N1C(C=CC1=O)=O